2-amino-2-(1-decyl-1H-1,2,3-triazol-4-yl)propane-1,3-diol NC(CO)(CO)C=1N=NN(C1)CCCCCCCCCC